ClC=1C=NN(C1C1=NC=C(C(=C1)OC1CN(C1)C(=O)N1N=CC[C@H]1C=1C=NC=C(C1)F)F)C (S)-(3-((2-(4-chloro-1-methyl-1H-pyrazol-5-yl)-5-fluoropyridin-4-yl)oxy)azetidin-1-yl)(5-(5-fluoropyridin-3-yl)-4,5-dihydro-1H-pyrazol-1-yl)methanone